(S)-1-[(S)-1-[(4-{[1-(Cyclopropylmethyl)-4,5-dimethyl-1H-imidazol-2-yl]methyl}-1-piperidyl)carbonyl]-3-methylbutyl]-3-isobutyl-2-piperazinone C1(CC1)CN1C(=NC(=C1C)C)CC1CCN(CC1)C(=O)[C@H](CC(C)C)N1C([C@@H](NCC1)CC(C)C)=O